BrC=1C(=C(C=C2COCC12)NC(=S)NC(OCC)=O)F ethyl N-[(7-bromo-6-fluoro-1,3-dihydroisobenzofuran-5-yl)carbamothioyl]carbamate